C(#N)C1=C(C=C(C=C1)C)C=1CCCC2=C(C1C1=CC=C(C=C1)CC1CN(C1)CCCF)C=CC=C2 8-(2-Cyano-5-methylphenyl)-9-(4-((1-(3-fluoropropyl)azetidin-3-yl)methyl)phenyl)-6,7-dihydro-5H-benzo[7]annulen